N-(2-hydroxy-5-(6-(4-(methylsulfonyl)phenyl)-1-oxo-3,4-dihydroisoquinolin-2(1H)-yl)phenyl)methanesulfonamide OC1=C(C=C(C=C1)N1C(C2=CC=C(C=C2CC1)C1=CC=C(C=C1)S(=O)(=O)C)=O)NS(=O)(=O)C